N-(1-methylindazol-7-yl)-6-{4H,6H,7H-pyrano[4,3-c]pyrazol-1-yl}pyridine-3-sulfonamide CN1N=CC2=CC=CC(=C12)NS(=O)(=O)C=1C=NC(=CC1)N1N=CC2=C1CCOC2